hexahydro-pyrimidine-2,4-dione N1C(NC(CC1)=O)=O